ethyl 2-(2-((5-bromobenzofuran-3-yl)methoxy)-3-carbamoylphenyl)acetate BrC=1C=CC2=C(C(=CO2)COC2=C(C=CC=C2C(N)=O)CC(=O)OCC)C1